C(C)(C)(C)OC(N(C(C)C)CCONC(=O)[C@H]1N2C(N([C@H](CC1)C2)OS(=O)(=O)O)=O)=O.C(CCC)[N+](CCCC)(CCCC)CCCC tetrabutylammonium tert-butyl-{2-[({[(2S,5R)-7-oxo-6-(sulfooxy)-1,6-diazabicyclo[3.2.1]oct-2-yl]carbonyl}amino)oxy]ethyl}(propan-2-yl)carbamate